7-(4-bromobenzoyl)indol-2-one tert-Butyl-4-((3-((2-(4-methoxyphenyl)quinolin-4-yl)amino)propyl)amino)hexahydrocyclopenta[c]pyrrole-2(1H)-carboxylate C(C)(C)(C)OC(=O)N1CC2C(C1)C(CC2)NCCCNC2=CC(=NC1=CC=CC=C21)C2=CC=C(C=C2)OC.BrC2=CC=C(C(=O)C1=CC=CC3=CC(N=C13)=O)C=C2